CC1(C2CCCCC2=CC=C1)C 5,5-dimethyltetralin